C(C)(=O)C=1C=C(C=NC1)B(O)O (5-acetylpyridin-3-yl)boronic acid